CN1CCN(CC1)C1=CC=C(C=N1)NC1=NC=CC(=N1)C1=CN=C2N1C=C(C=C2)C=2C=NC=CC2 N-(6-(4-Methylpiperazin-1-yl)pyridin-3-yl)-4-(6-(pyridin-3-yl)imidazo[1,2-a]pyridin-3-yl)pyrimidin-2-amin